FC1=C(C=C(C=C1)C=1C(=C(N=C2[C@H]3C([C@@H](CC12)C3)(C)C)N3CC1(CN(C1)C(C=C)=O)CC3)C#N)O (1R,9R)-6-(4-fluoro-3-hydroxyphenyl)-10,10-dimethyl-4-(2-(2-propenoyl)-2,6-diazaspiro[3.4]octan-6-yl)-3-azatricyclo[7.1.1.02,7]undeca-2,4,6-triene-5-carbonitrile